NC1=NC=2C3=C(C(CC2C=N1)(C)C)C(=NN3)C(=O)N3CCC(CC3)N3CCCC3 (8-amino-4,4-dimethyl-4,5-dihydro-1H-pyrazolo[4,3-H]quinazolin-3-yl)[4-(pyrrolidin-1-yl)piperidin-1-yl]methanone